C1(=C(C=CC=C1)C1=CC(OC2=CC(=CC=C12)C=O)=O)C 4-(o-tolyl)-2-oxo-chromene-7-carbaldehyde